CC(C)(OC(C)OC=1C=C(C=C)C=CC1)C m-1-(1,1-dimethylethoxy)ethoxystyrene